OC1=CC2=C(N=C(S2)C=2SC[C@@H](N2)C(=O)O)C=C1 (4S)-4,5-dihydro-2-(6-hydroxybenzothiazolyl)-4-thiazolecarboxylic acid